6-(6-(((1S,2S,3R,5R)-2-fluoro-8-azabicyclo[3.2.1]oct-3-yl)(methyl)amino)-1,2,4-triazin-3-yl)-7-hydroxy-2-methylisoquinolin-1(2H)-one F[C@H]1[C@@H]2CC[C@H](C[C@H]1N(C1=CN=C(N=N1)C=1C=C3C=CN(C(C3=CC1O)=O)C)C)N2